C(C1=CC=CC=C1)OC1=CC(=CC2=C1N=C(S2)N)OC 4-(benzyloxy)-6-methoxybenzo[d]thiazol-2-amine